4-(4-(tert-butyl)phenyl)-3-fluoro-2-phenylbenzofuro[3,2-b]pyridine C(C)(C)(C)C1=CC=C(C=C1)C1=C2C(=NC(=C1F)C1=CC=CC=C1)C1=C(O2)C=CC=C1